potassium (propylsulfonyl)amide C(CC)S(=O)(=O)[NH-].[K+]